C(CCC)C(C(=O)N)=C butyl-acryl-amide